C(C)C(CN(CC(CCCC)CC)CN1N=NC=C1)CCCC 1-[bis(2-ethylhexyl)aminomethyl]triazole